C(C)(C)(C)OC(=O)N1[C@@H](C[C@@H](CC1)NC(C(C)OC1=C(C=CC=C1)Cl)=O)C (2R,4R)-4-(2-(2-chlorophenoxy)propanamido)-2-methylpiperidine-1-carboxylic acid tert-butyl ester